O1S=CCC1 2-oxathiolene